ClC1=NC=C(C(=N1)Cl)NC(=O)C1CC1 N-(2,4-dichloropyrimidin-5-yl)cyclopropanecarboxamide